4-Oxo-N-(2-oxo-2-phenylethyl)-3-(2-(trifluoromethoxy)ethyl)-3,4-dihydroimidazo[5,1-d][1,2,3,5]tetrazine-8-carboxamide O=C1N2C(N=NN1CCOC(F)(F)F)=C(N=C2)C(=O)NCC(C2=CC=CC=C2)=O